ClC=1C(=NC(=NC1)N1C2(CC2)CNCC1)N1CC(C1)C(=O)N(C)C(C)(C)C1=CN=C2N1C=CC=C2 1-(5-chloro-2-(4,7-diazaspiro[2.5]octan-4-yl)pyrimidin-4-yl)-N-(2-(imidazo[1,2-a]pyridin-3-yl)propan-2-yl)-N-methylazetidine-3-carboxamide